N6-(2-methoxy-4-((4-morpholinopiperidin-1-yl)sulfonyl)phenyl)-N4-propyl-3-(trifluoromethyl)-1H-pyrrolo[2,3-b]pyridine-4,6-diamine COC1=C(C=CC(=C1)S(=O)(=O)N1CCC(CC1)N1CCOCC1)NC=1C=C(C2=C(N1)NC=C2C(F)(F)F)NCCC